(4-(5-(((1S,3S)-3-cyanocyclohexyl)oxy)-6-methylpyridin-2-yl)-1-methyl-1H-1,2,3-triazol-5-yl)methyl (cyclobutylmethyl)(methyl)carbamate C1(CCC1)CN(C(OCC1=C(N=NN1C)C1=NC(=C(C=C1)O[C@@H]1C[C@H](CCC1)C#N)C)=O)C